(2-cyclopropylethyl)pyrazin-2-amine C1(CC1)CCC=1C(=NC=CN1)N